4-(4-phenylphenoxy(mercapto)phenyl)benzil C1(=CC=CC=C1)C1=CC=C(OC=2C(=C(C=CC2)C2=CC=C(C=C2)C(=O)C(=O)C2=CC=CC=C2)S)C=C1